sodium cetylpyridinium phosphate P(=O)([O-])([O-])O.C(CCCCCCCCCCCCCCC)[N+]1=CC=CC=C1.[Na+]